(1R,4R,5S)-1-((S)-((S)-cyclohex-2-en-1-yl)(hydroxy)methyl)-4-(2-hydroxyethyl)-5-methyl-6-oxa-2-azabicyclo[3.2.0]heptane-3,7-dione [C@H]1(C=CCCC1)[C@@H]([C@]12NC([C@@H]([C@@]2(OC1=O)C)CCO)=O)O